tert-butyl (3-methyl-1-(phenylsulfonyl)butyl)carbamate CC(CC(S(=O)(=O)C1=CC=CC=C1)NC(OC(C)(C)C)=O)C